CC(C)CCCCCCCCCCCCCCCCCCCO The molecule is a long-chain primary fatty alcohol that is henicosan-1-ol substituted by a methyl group at position 20. It derives from a henicosan-1-ol. It derives from a hydride of a henicosane.